C1(=CC=CC=C1)S(=O)(=O)O.C(C)(=O)O acetic acid benzenesulfonate salt